CN1C(NC2=C1C=C(C=C2)C2CN(C2)C(=O)OC(C)(C)C)=O tert-butyl 3-(3-methyl-2-oxo-2,3-dihydro-1H-benzo[d]imidazol-5-yl)azetidine-1-carboxylate